ClC1=C(C=C(C=C1)C=1NC(C=2N(C1)N=C(C2C2CC2)C(=O)O)=O)C 6-(4-Chloro-3-methylphenyl)-3-cyclopropyl-4-oxo-4,5-dihydropyrazolo[1,5-a]pyrazine-2-carboxylic acid